(6-oxo-1,4,5,6-tetrahydropyridazin-3-yl)-4-(3-((5-(trifluoromethyl)pyridin-2-yl)oxy)benzylidene)piperidine-1-carboxamide O=C1CCC(=NN1)C1N(CCC(C1)=CC1=CC(=CC=C1)OC1=NC=C(C=C1)C(F)(F)F)C(=O)N